ClC=1C=C(C=CC1F)C(C=1NC=C(N1)S(=O)(=O)C)OC1CCC1 2-((3-chloro-4-fluorophenyl)(cyclobutoxy)methyl)-4-(methylsulfonyl)-1H-imidazole